COC1=CC=C(C=C1)CN(CCC1=NNC(O1)=O)CC1=CC=C(C=C1)OC 5-[2-[bis[(4-Methoxyphenyl)methyl]amino]ethyl]-3H-1,3,4-oxadiazol-2-one